N[C@@H](CO)C(=O)N[O-] |r| D,L-serinehydroxamate